FC1=CC=C(C=C1)C1=C2C=C(NC2=CC=C1)C(=O)O 4-(4-fluorophenyl)-1H-indole-2-carboxylic acid